tert-butyl 4-(6-bromo-8-fluoroimidazo[1,2-a]pyridin-2-yl)piperidine-1-carboxylate BrC=1C=C(C=2N(C1)C=C(N2)C2CCN(CC2)C(=O)OC(C)(C)C)F